ClC=1C(=NC=CC1)C(=O)NCC=1C=NC=CC1 3-chloro-N-(pyridin-3-ylmethyl)picolinamide